tert-butyl rel-(4aS,7S,7aS)-7-hydroxy-octahydrocyclopenta[b][1,4]oxazine-4-carboxylate O[C@H]1CC[C@H]2[C@@H]1OCCN2C(=O)OC(C)(C)C |o1:1,4,5|